(S)-(9-amino-4-ethyl-8-fluoro-4-hydroxy-3,14-dioxo-3,4,12,14-tetra-hydro-1H-pyrano[3',4':6,7]indolizino[1,2-b]quinolin-11-yl)methyl methylcarbamate CNC(OCC1=C2C(=NC=3C=C(C(=CC13)N)F)C1=CC3=C(C(N1C2)=O)COC([C@]3(O)CC)=O)=O